5-(hydroxymethyl)-1-((2-(isopropylamino)pyridin-4-yl)methyl)-5-methyl-3-(4-((trifluoromethyl)thio)phenyl)imidazolidine-2,4-dione OCC1(C(N(C(N1CC1=CC(=NC=C1)NC(C)C)=O)C1=CC=C(C=C1)SC(F)(F)F)=O)C